NCCN1N=CC2=CC(=CC=C12)NC1=CC=C(C=C1)N1CCC(CC1)C(F)(F)F 1-(2-aminoethyl)-N-(4-(4-(trifluoromethyl)piperidin-1-yl)phenyl)-1H-indazol-5-amine